(3-(Nonyloxy)-5-(undecyloxy)phenyl)methanol C(CCCCCCCC)OC=1C=C(C=C(C1)OCCCCCCCCCCC)CO